(±)-3-(6-Methoxypyridin-3-yl)-3-(3-(3-(5,6,7,8-tetrahydro-1,8-naphthyridin-2-yl)phenyl)-1H-pyrazol-1-yl)propanoic acid COC1=CC=C(C=N1)[C@@H](CC(=O)O)N1N=C(C=C1)C1=CC(=CC=C1)C1=NC=2NCCCC2C=C1 |r|